4-dimethylamino-2'-hydroxy-4'-methoxy-3'-morpholinomethyl-chalcone CN(C1=CC=C(C=C1)\C=C\C(=O)C1=C(C(=C(C=C1)OC)CN1CCOCC1)O)C